6-(3-((6-((R)-3-(2-ethoxyphenoxy)piperidin-1-yl)pyrazin-2-yl)carbamoyl)pyrrolidin-1-yl)nicotinic acid methyl ester COC(C1=CN=C(C=C1)N1CC(CC1)C(NC1=NC(=CN=C1)N1C[C@@H](CCC1)OC1=C(C=CC=C1)OCC)=O)=O